C[C@@H]1N(CCC[C@H]1C1=CC=2C(=NC=CC2NC=2C=CC3=C(N=CS3)C2)S1)C1COC1 N-(2-((2S,3R)-2-methyl-1-(oxetan-3-yl)piperidin-3-yl)thieno[2,3-b]pyridin-4-yl)benzo[d]thiazol-5-amine